(E)-2-Methyl-5-(2,6,6-trimethylcyclohex-2-en-1-yl)pent-2-en-1-ol C/C(/CO)=C\CCC1C(=CCCC1(C)C)C